NC1=CC=C(C=N1)OC1=CC(=NC=C1)NC1=NN(C=C1)C(F)F 4-((6-aminopyridin-3-yl)oxy)-N-(1-(difluoromethyl)-1H-pyrazol-3-yl)pyridin-2-amine